[6-(5-cyclopropyl-4H-1,2,4-triazol-3-yl)-2-azaspiro[3.3]heptan-2-yl]-[6-[(3-methylsulfonylphenyl)methyl]-2,6-diazaspiro[3.3]heptan-2-yl]methanone C1(CC1)C=1NC(=NN1)C1CC2(CN(C2)C(=O)N2CC3(C2)CN(C3)CC3=CC(=CC=C3)S(=O)(=O)C)C1